C(C)(C)C1N2C(C3=CC(=C(C=C3C1)C=1C=NN(C1)CCCOC)C(=O)OC)=CC(C(=C2)C(=O)O)=O 6-isopropyl-10-(methoxycarbonyl)-9-(1-(3-methoxypropyl)-1H-pyrazol-4-yl)-2-oxo-6,7-dihydro-2H-pyrido[2,1-a]isoquinoline-3-carboxylic acid